2-cyclobutylethanamine C1(CCC1)CCN